N-(cyclopropylmethyl)-5-[4,5-dihydro-5-(trifluoromethyl)-5-[3-(trifluoromethyl)phenyl]-3-isoxazolyl]-2-oxo-2H-1-benzopyran-8-carboxamide C1(CC1)CNC(=O)C1=CC=C(C=2C=CC(OC21)=O)C2=NOC(C2)(C2=CC(=CC=C2)C(F)(F)F)C(F)(F)F